C(C)(C)(C)OC(=O)N1[C@@H](C[C@@H](C1)C1=CC=CC=C1)C(NC1=CC=C(C=C1)C(=O)OC(C)(C)C)=O (2S,4R)-2-((4-(tert-butoxycarbonyl)phenyl)carbamoyl)-4-phenylpyrrolidine-1-carboxylic acid tert-butyl ester